(E)-3-(5-chlorothiophen-2-yl)acrylate ClC1=CC=C(S1)/C=C/C(=O)[O-]